3-methyl-2-(oxetan-3-yl)-2H-pyrazolo[4,3-b]Pyridine-5-carboxylic acid methyl ester COC(=O)C=1C=CC=2C(N1)=C(N(N2)C2COC2)C